C(CCCCCCC\C=C/CCCC)(=O)OCCCCCCCCCCCCCCCCCCCCCCC tricosyl myristoleate